CC1=C(C(=CC=C1)C)NC1=CC=CC=C1 N-(2,6-dimethylphenyl)aniline